N-Methyl-5-(1-methyl-1H-pyrazol-3-yl)-6-[4-(trifluoromethyl)phenoxy]pyridine-3-carboxamide CNC(=O)C=1C=NC(=C(C1)C1=NN(C=C1)C)OC1=CC=C(C=C1)C(F)(F)F